(5-amino-2-fluorophenyl)-3-phenylpropanamid NC=1C=CC(=C(C1)C(C(=O)N)CC1=CC=CC=C1)F